C(C)OC1=CC=C(OC2=CC(=C(C(=C2)F)[C@@H]2O[C@@H]([C@H]([C@@H]([C@H]2O)O)O)CO)F)C=C1 (2S,3R,4R,5S,6R)-2-(4-(4-ethoxyphenoxy)-2,6-difluorophenyl)-6-(hydroxymethyl)tetrahydro-2H-pyran-3,4,5-triol